ClC=1C=C(CCOC2=CC=C(C=C2)C=2NC(=C(N2)C)C2=CC=C(C=C2)Cl)C=CC1 2-(4-(3-chlorophenethoxy)phenyl)-5-(4-chlorophenyl)-4-methyl-1H-imidazole